C1(CC1)C(=O)NC1=NC=CC(=C1)C1=CC(=C(CNC(=O)C2=NOC(=N2)C2(CC2)C)C=C1)C N-(4-(2-(cyclopropanecarboxamido)pyridin-4-yl)-2-methylbenzyl)-5-(1-methylcyclopropyl)-1,2,4-oxadiazole-3-carboxamide